ClC(C(F)(F)F)OC(C(F)(F)F)F tetrafluoroethyl (monochlorotrifluoroethyl) ether